C(#N)[C@H](CC1=C(C=C(C=C1)C1=CC(=C(C=C1)C#N)C(F)(F)F)F)NC(=O)[C@H]1OCCCNC1 (S)-N-((S)-1-cyano-2-(4'-cyano-3-fluoro-3'-(trifluoromethyl)-[1,1'-biphenyl]-4-yl)ethyl)-1,4-oxazepane-2-carboxamide